Cl.C1=CC(=CC2=C1C=CC=CC2)C(=O)O 5H-benzo[7]annulene-3-carboxylic acid hydrochloride